(E)-tetra-tert-butyl 2,2',2'',2'''-(2-(4-(7-(benzyloxy)-7-oxohept-1-en-1-yl)benzyl)-1,4,7,10-tetraazacyclododecane-1,4,7,10-tetrayl)tetraacetate C(C1=CC=CC=C1)OC(CCCC/C=C/C1=CC=C(CC2N(CCN(CCN(CCN(C2)CC(=O)OC(C)(C)C)CC(=O)OC(C)(C)C)CC(=O)OC(C)(C)C)CC(=O)OC(C)(C)C)C=C1)=O